5-(chloromethyl)-3-(4-fluoro-3-(trifluoromethyl)phenyl)-1,2,4-oxadiazole ClCC1=NC(=NO1)C1=CC(=C(C=C1)F)C(F)(F)F